2-methoxy-2-phenyl-N'-(pyridine-2-yl)acethydrazide COC(C(=O)NNC1=NC=CC=C1)C1=CC=CC=C1